5-(2-trifluoromethyl-4-fluorophenyl)-2-methyl-3,4-dihydro-2H-pyrrole FC(C1=C(C=CC(=C1)F)C=1CCC(N1)C)(F)F